O1CC=C(C=C1)NC(=O)N pyran-4-yl-urea